FC1=C(CNC2=NC=3N(C=C2)N=CC3I)C(=CC=C1)F N-(2,6-difluorobenzyl)-3-iodopyrazolo[1,5-a]pyrimidin-5-amine